BrC=1C=C2CCN=C(C2=CC1)CC(=C)C 6-bromo-1-(2-methylallyl)-3,4-dihydroisoquinoline